FC=1C=CC(=NC1)C=O (5-fluoropyridin-2-yl)methanone